C(N)(OC1CC(N(CC1)C=1N=C(C(=C2C1NN=C2)Br)C2=CC(=C(C=C2)C#N)F)C(C)(C)C)=O tert-Butyl(1-(4-bromo-5-(4-cyano-3-fluorophenyl)-1H-pyrazolo[3,4-c]pyridin-7-yl)piperidin-4-yl) carbamate